O1C(OCC1)C=1C=C(C=CC1)C1=CC(N(C=N1)CC1(CCN(CC1)C(C[C@@H](C)C1=CC=CC=C1)=O)O)=O (R)-6-(3-(1,3-Dioxolan-2-yl)phenyl)-3-((4-hydroxy-1-(3-phenylbutanoyl)piperidin-4-yl)methyl)pyrimidin-4(3H)-one